C1(CC1)COC1=NN2C(N=CC=C2C(=O)NC2CC3=CC=CC=C3C2)=C1C(=O)N 2-(cyclopropylmethoxy)-N7-indan-2-yl-pyrazolo[1,5-a]pyrimidine-3,7-dicarboxamide